4-(bis(4-methoxyphenyl)(phenyl)methoxy)butan-2-yl methanesulfonate CS(=O)(=O)OC(C)CCOC(C1=CC=CC=C1)(C1=CC=C(C=C1)OC)C1=CC=C(C=C1)OC